3,6-dichloro-terephthalaldehyde ClC=1C=C(C=O)C(=CC1C=O)Cl